1-(3-(4-(((3R,4R)-3-fluoropiperidin-4-yl)oxy)piperidine-1-carbonyl)phenyl)dihydropyrimidine-2,4(1H,3H)-dione F[C@@H]1CNCC[C@H]1OC1CCN(CC1)C(=O)C=1C=C(C=CC1)N1C(NC(CC1)=O)=O